(S)-3-methyl-2-phenylbutylamine CC([C@H](CN)C1=CC=CC=C1)C